benzyl-N-(2-amino-2-imino-ethyl)carbamate hydrochloride Cl.C(C1=CC=CC=C1)OC(NCC(=N)N)=O